NC1=C(C=C(C=N1)C1=NC=C(C=C1)C1(CCN(CC1)C(C)C)OCC)C(=O)NC12CCC(CC1)(CC2)O 6'-amino-5-(4-ethoxy-1-isopropylpiperidin-4-yl)-N-(4-hydroxybicyclo[2.2.2]oct-1-yl)-[2,3'-bipyridyl]-5'-carboxamide